ClC=1C(=C(NC2=NC=NC3=CC=C(C=C23)C23CN(CCC3C2)C(=O)OCC2=CC=CC=C2)C=CC1)F Benzyl 1-[4-(3-chloro-2-fluoro-anilino)quinazolin-6-yl]-3-azabicyclo[4.1.0]heptane-3-carboxylate